3-(4-(5-fluoro-2-(indol-5-ylamino)pyrimidin-4-yl)-1H-pyrazol-1-yl)propionitrile FC=1C(=NC(=NC1)NC=1C=C2C=CNC2=CC1)C=1C=NN(C1)CCC#N